7-nitrophenoxazine [N+](=O)([O-])C=1C=C2OC=3C=CC=CC3NC2=CC1